6-((1H-indazol-4-yl)methyl)-2-((6-aminopyridin-2-yl)methyl)-3,4-dimethyl-4,6-dihydroimidazo[4',5':4,5]pyrrolo[2,3-d]pyridazin-5(3H)-one N1N=CC2=C(C=CC=C12)CN1N=CC2=C(C1=O)N(C1=C2N=C(N1C)CC1=NC(=CC=C1)N)C